9-(5-(difluoromethyl)-1,3,4-thiadiazol-2-yl)-N-(3-(fluoromethyl)oxetan-3-yl)-5-(4-isobutyrylpiperazin-1-yl)-9H-benzo[d]imidazo[1,2-a]imidazole-7-sulfonamide FC(C1=NN=C(S1)N1C=2N(C3=C1C=C(C=C3N3CCN(CC3)C(C(C)C)=O)S(=O)(=O)NC3(COC3)CF)C=CN2)F